(2S,3R,4S,5S)-5-(4-chlorophenyl)-3-(4-ethoxyphenyl)-2,4-dimethyl-4-nitropyrrolidine-2-carboxylic acid methyl ester COC(=O)[C@]1(N[C@H]([C@]([C@@H]1C1=CC=C(C=C1)OCC)([N+](=O)[O-])C)C1=CC=C(C=C1)Cl)C